COC1CCC(CC1)NC1=NC=C(C(=N1)SC)C(=O)N 2-((1r,4r)-4-methoxycyclohexylamino)-4-(methylthio)pyrimidine-5-carboxamide